2-((3R,4S)-3-aminotetrahydro-2H-pyran-4-yl)-5-chloro-N-(thiophen-2-ylmethyl)-3-vinylthieno[3,2-b]pyridine-7-amine formate C(=O)O.N[C@H]1COCC[C@@H]1C1=C(C2=NC(=CC(=C2S1)NCC=1SC=CC1)Cl)C=C